1-(6-chloro-3-((2-nitrovinyl)amino)pyridine-2-yl)-2-methoxypropane-1-one ClC1=CC=C(C(=N1)C(C(C)OC)=O)NC=C[N+](=O)[O-]